tert-butyl (((1r,4r)-4-(aminomethyl)cyclohexyl)methyl)(methyl)carbamate NCC1CCC(CC1)CN(C(OC(C)(C)C)=O)C